5,6-dichloro-N-(5-chloro-1H-pyrrolo[3,2-b]pyridin-3-yl)-1-isopropyl-1H-benzo[d]imidazol-2-amine ClC1=CC2=C(N(C(=N2)NC2=CNC=3C2=NC(=CC3)Cl)C(C)C)C=C1Cl